C(C=C)(=O)NC1=C(C(=O)NC2=NNC(=C2)CCC2=CC(=CC(=C2)OC)OC)C=CC(=C1)N1CC(CC1)O 2-acrylamido-N-(5-(3,5-dimethoxyphenethyl)-1H-pyrazol-3-yl)-4-(3-hydroxypyrrolidin-1-yl)benzamide